2-(azepan-1-yl)-4-((4-(piperazin-1-yl)phenyl)amino)pyrimido[4,5-d]pyridazin-5(6H)-one N1(CCCCCC1)C=1N=C(C2=C(C=NNC2=O)N1)NC1=CC=C(C=C1)N1CCNCC1